FC(S(=O)(=O)[O-])(F)F.C1(=CC=CC=C1)SC1=CC=C(C=C1)[S+](C1=CC=CC=C1)C1=CC=CC=C1 (4-Phenylthiophenyl)diphenylsulfonium trifluoromethanesulfonate